trifluoroethylsulfanyl-pyrimidineamine FC(CSC1=NC(=NC=C1)N)(F)F